[Ca+2].C(C)C1C(C(CCC1)C(=O)[O-])C(=O)[O-] 3-ethylcyclohexane-1,2-dicarboxylic acid calcium salt